COCCNC(CCC)S(=O)(=O)O (2-methoxyethylamino)-butanesulfonic acid